CC1=NN=C(S1)N1C(=NC2=C1C=C(C=C2)S(=O)(=O)NC2(CC2)C)SC 3-(5-methyl-1,3,4-thiadiazol-2-yl)-N-(1-methylcyclopropyl)-2-(methylsulfanyl)-1,3-benzodiazole-5-sulfonamide